C1(CC1)OC1=CC=C(C=C1)C=1SC(=CN1)CNC1=C2C(N(C(C2=CC=C1)=O)C1C(NC(CC1)=O)=O)=O 4-(((2-(4-Cyclopropoxyphenyl)thiazol-5-yl)methyl)amino)-2-(2,6-Dioxopiperidine-3-yl)isoindoline-1,3-dione